(S)-4-(Methylthio)-N-(4-(morpholin-2-yl)-phenyl)-benzamid CSC1=CC=C(C(=O)NC2=CC=C(C=C2)[C@H]2CNCCO2)C=C1